5-fluoro-2-(trifluoromethylphenylpyrrolidin-1-yl)pyrazolo[1,5-a]pyrimidin-3-amine FC1=NC=2N(C=C1)N=C(C2N)N2C(CCC2)(C2=CC=CC=C2)C(F)(F)F